N-2-hydroxylethyl-piperazine OCCN1CCNCC1